CNC1=NC(=NC=C1C(F)(F)F)NC1=C(C=C2C=NNC2=C1)C(F)(F)F N4-methyl-5-(trifluoromethyl)-N2-(5-(trifluoromethyl)-1H-indazol-6-yl)pyrimidine-2,4-diamine